C(=O)(OCC1C2=CC=CC=C2C2=CC=CC=C12)N[C@@H](CCC(N)=O)CO Fmoc-Glutaminol